ClC1=C(C(=O)N2COC3=C(C2)C=CC(=C3C3=CC(=C(C(=O)O)C=C3)N3CCOCC3)F)C(=CC(=C1)N1CCN(CC1)CCOC)Cl 4-[3-[2,6-Dichloro-4-[4-(2-methoxyethyl)piperazin-1-yl]benzoyl]-7-fluoro-2,4-dihydro-1,3-benzoxazin-8-yl]-2-morpholin-4-ylbenzoic acid